CO[C@@H]1[C@H](COC1)NCC(=O)OC methyl ((3S,4R)-4-methoxytetrahydrofuran-3-yl)glycinate